2-amino-N-[(3-bromo-2-pyridyl)methyl]-N-isobutyl-3-methylquinoline-6-carboxamide NC1=NC2=CC=C(C=C2C=C1C)C(=O)N(CC(C)C)CC1=NC=CC=C1Br